N-(2',4',5'-trifluorobiphenyl-2-yl)-3-fluoromethyl-1-methylpyrazol-4-ylcarboxamide FC1=C(C=C(C(=C1)F)F)C1=C(C=CC=C1)NC(=O)C=1C(=NN(C1)C)CF